NC/C(/CN1N=CN(C1=O)C1=CC=CC(=N1)C#CC=1C=C2CCC(NC2=CC1)=O)=C\F 6-[2-[6-[1-[(E)-2-(aminomethyl)-3-fluoro-allyl]-5-oxo-1,2,4-triazol-4-yl]-2-pyridyl]ethynyl]-3,4-dihydro-1H-quinolin-2-one